C=1(C(=CC=CC1C)C)SSC1=C(C=CC=C1C)C bis(2,6-xylyl) disulfide